(2S,4R)-tert-butyl 2-((4-ethynylbenzyl)carbamoyl)-4-hydroxypyrrolidine-1-carboxylate C(#C)C1=CC=C(CNC(=O)[C@H]2N(C[C@@H](C2)O)C(=O)OC(C)(C)C)C=C1